FC(N1N=CC2=CC=C(C=C12)CO)F (1-(difluoromethyl)-1H-indazol-6-yl)methanol